NCC1=CC=C(C=C1)CNC1=C(C(=NN1C(C1=CC=CC=C1)=O)C1C(NC1)C)OC N-{[4-(Aminomethyl)phenyl]methyl}-1-benzoyl-4-methoxy-3-(2-methylazetidin-3-yl)-1H-pyrazol-5-amin